(R)-N-(2-((2-aminopyrido[3,2-d]pyrimidin-4-yl)amino)-2-methylhexyl)thiazole-2-carboxamide NC=1N=C(C2=C(N1)C=CC=N2)N[C@@](CNC(=O)C=2SC=CN2)(CCCC)C